(4-fluoropiperidin-1-yl)(3-(3-methoxyphenyl)-1-methyl-1H-pyrrolo[3,2-b]pyridin-6-yl)methanone FC1CCN(CC1)C(=O)C=1C=C2C(=NC1)C(=CN2C)C2=CC(=CC=C2)OC